Hexafluorononandiol FC(C(C(C(O)(O)F)(F)F)(F)F)CCCCC